O=C(CCCCCC(=O)OCCCCCCCCCCC)CCCCCCCC(=O)OCCC(CCCCCC)CCCCCC 15-(3-hexylnonyl) 1-undecyl 7-oxopentadecanedioate